CC1(CCOCC1)NC1=NC=C2N=C(N(C2=N1)C1CCC(CC1)C(=O)N)NC1=CC(=NC=C1)C(F)(F)F (1S,4S)-4-(2-((4-methyltetrahydro-2H-pyran-4-yl)amino)-8-((2-(trifluoromethyl)pyridin-4-yl)amino)-9H-purin-9-yl)cyclohexane-1-carboxamide